C=1(O)C(=CC(O)=CC1)S(=O)(=O)[O-] hydroquinonesulphonate